Cyclohexyl-3-(trifluoromethyl)benzoic acid C1(CCCCC1)C1=C(C(=O)O)C=CC=C1C(F)(F)F